2,4,5-tri-tert-butylisothiazole C(C)(C)(C)N1SC(=C(C1)C(C)(C)C)C(C)(C)C